(cis)-1-(4-{5-[5-Fluoro-6-(2-methoxyethoxy)-1H-indazol-3-yl]-1,2-oxazol-3-yl}benzoyl)-octahydropyrrolo[3,4-b]pyrrol-6-on FC=1C=C2C(=NNC2=CC1OCCOC)C1=CC(=NO1)C1=CC=C(C(=O)N2[C@@H]3[C@H](CC2)CNC3=O)C=C1